(3R)-11-(5-chloro-2,4-difluorophenyl)-3-(2-methoxyethoxy)-10-(trifluoromethyl)-3,4-dihydro-2H,6H-[1,4]thiazepino[2,3,4-ij]quinazoline-6,8(7H)-dione ClC=1C(=CC(=C(C1)C1=C(C=C2C(NC(N3C2=C1SC[C@@H](C3)OCCOC)=O)=O)C(F)(F)F)F)F